B(N)O boronic acid, amide